7H-thieno[2,3-b]pyridin-6-one monohydrate O.S1C=CC2=C1NC(C=C2)=O